BrC1=C(C=CC(=C1)Cl)NC(CSC1=CC=C(C=C1)N1C(=NC2=C(C=CC=C2C1=O)C)C)=O N-(2-bromo-4-chlorophenyl)-2-((4-(2,8-dimethyl-4-oxoquinazolin-3(4H)-yl)phenyl)thio)acetamide